S(=O)(=O)(O)N[C@@H](CCSC)C(=O)O sulfomethionine